C(C1=CC=CC=C1)OC(=O)N1C(CC(CC1)CN[C@H]1[C@@H](C1)C1=CC=C(C=C1)OC)F fluoro-4-(((trans-2-(4-methoxyphenyl)cyclopropyl)amino)methyl)piperidine-1-carboxylic acid benzyl ester